3-((1-acetylpiperidin-3-yl)methyl)-6,7-dichloro-N-methyl-1,3,4,9-tetrahydro-[1,2,6]thiadiazino[4,3-g]indole-8-carboxamide 2,2-dioxide C(C)(=O)N1CC(CCC1)CN1CC=2C=C(C=3C(=C(NC3C2NS1(=O)=O)C(=O)NC)Cl)Cl